CN(C)CCCN 3-(N,N-dimethylamino)-propylamine